FC=1C=C(C=C(C1)F)[C@@H]1CCC2=NN(C(N21)=O)C2CC(C2)C2=CC(=NC=N2)C#N 6-((1S,3R)-3-((S)-5-(3,5-difluorophenyl)-3-oxo-6,7-dihydro-3H-pyrrolo[2,1-c][1,2,4]triazol-2(5H)-yl)cyclobutyl)pyrimidine-4-carbonitrile